6-(4-chlorophenyl)-2-(3-fluorophenyl)-N-[(2RS)-1-hydroxy-3-(pyridin-4-yl)propan-2-yl]-3-oxo-2,3-dihydropyridazine-4-carboxamide ClC1=CC=C(C=C1)C=1C=C(C(N(N1)C1=CC(=CC=C1)F)=O)C(=O)N[C@@H](CO)CC1=CC=NC=C1 |r|